7-(5-methoxy-2-methyl-4-nitrophenyl)-2-(piperidin-4-ylmethyl)-2,7-diazaspiro[3.5]nonane COC=1C(=CC(=C(C1)N1CCC2(CN(C2)CC2CCNCC2)CC1)C)[N+](=O)[O-]